CC1(OB(OC1(C)C)C1=CC=2CN(CCC2S1)C(C(F)(F)F)=O)C 2-(4,4,5,5-tetramethyl-1,3,2-dioxaborolan-2-yl)-5-(2,2,2-trifluoroacetyl)-4,5,6,7-tetrahydrothieno[3,2-c]pyridine